2-(5-(ethylsulfonyl)-6-(2-(trifluoromethyl)pyrazolo[1,5-a]pyrimidin-5-yl)pyridin-3-yl)acetonitrile C(C)S(=O)(=O)C=1C=C(C=NC1C1=NC=2N(C=C1)N=C(C2)C(F)(F)F)CC#N